N[C@@H](C)C(=O)O L-Alanin